CC1(O[C@@H]2[C@H](O1)C(=C[C@H]2N2C=CC1=C2N=CN=C1C(C)C)C=C)C 7-((3aS,4R,6aR)-2,2-Dimethyl-6-vinyl-4,6a-dihydro-3aH-cyclopenta[d][1,3]dioxol-4-yl)-4-isopropyl-7H-pyrrolo[2,3-d]pyrimidine